Cl.Cl.COC([C@H](N)C)=O D-alanine methyl ester dihydrochloride